CC1=CC(=NC(=N1)N1CCNCC1)N1C[C@H](CC1)O (S)-1-(6-methyl-2-(piperazin-1-yl)pyrimidin-4-yl)pyrrolidin-3-ol